1-(5-acetyl-4-hydroxy-2-methoxyphenyl)-3-(3-(trifluoromethyl)phenyl)urea C(C)(=O)C=1C(=CC(=C(C1)NC(=O)NC1=CC(=CC=C1)C(F)(F)F)OC)O